NC1=NC=NC=2C3=C(CC4(CCCC4)C12)C(=C(C=C3)OC3(CCCCC3)N)N(CCO)C 2-[[4-amino-8-(4-trans-aminocyclohexyloxy)spiro[6H-benzo[H]quinazolin-5,1'-cyclopentane]-7-yl]-methyl-amino]ethanol